ethyl 6-[4-[3-(4-methylisoxazol-3-yl)-2-pyridyl]piperazin-1-yl]-2-azaspiro[3.4]octane-2-carboxylate CC=1C(=NOC1)C=1C(=NC=CC1)N1CCN(CC1)C1CC2(CN(C2)C(=O)OCC)CC1